(R)-2-(3-acetylaminophenyl)-N-(5-chloro-4-(5,5-dimethyl-5,6-dihydro-4H-pyrrolo[1,2-b]pyrazol-3-yl)pyridin-2-yl)propionamide 2-ethylhexyl-p-dimethylaminobenzoate C(C)C(COC(C1=CC=C(C=C1)N(C)C)=O)CCCC.C(C)(=O)NC=1C=C(C=CC1)[C@H](C(=O)NC1=NC=C(C(=C1)C1=C2N(N=C1)CC(C2)(C)C)Cl)C